N1C(=NC=C1)C1N(CCCC1)CC1=C(OCC=2C=NC=C(C#N)C2)C=C(C(=C1)Cl)OCC=1C(=C(C=CC1)C1=C(C(=CC=C1)OCCCN1C[C@@H](CC1)O)C)C 5-((2-((2-(1H-Imidazol-2-yl)piperidin-1-yl)methyl)-4-chloro-5-((3'-(3-((R)-3-hydroxy-pyrrolidin-1-yl)propoxy)-2,2'-dimethyl-[1,1'-biphenyl]-3-yl)methoxy)phenoxy)methyl)-nicotinonitrile